(Oxohexan-4-yl)-4-oxoquinoline-3-carboxylic acid ethyl ester C(C)OC(=O)C1C(=NC2=CC=CC=C2C1=O)C(CCC)CC=O